[GeH]F germanium hydride fluoride